C(C)(C)(C)OC(=O)NCCOCCOC(=O)N1C=CC2=C1N=CN=C2 Pyrrolo[2,3-d]Pyrimidine-7-carboxylic acid 2-[2-(tert-butoxycarbonylamino) ethoxy]Ethyl ester